CN1N=C2C(N(C=3C=CC(=CC23)C#N)C2=CC=C(C=C2)C(F)(F)F)=N1 2-methyl-4-[4-(trifluoromethyl)phenyl]-2H,4H-[1,2,3]triazolo[4,5-b]indole-7-carbonitrile